C(C)(C)C1=C(C=CC=C1)C1N(CCN(C1)CC=1C=NC(=CC1)OC)C1CC2(C1)CCN(CC2)C2=CC=C(C(=O)N)C=C2 4-(2-(2-(2-isopropylphenyl)-4-((6-methoxypyrid-3-yl)methyl)piperazin-1-yl)-7-azaspiro[3.5]non-7-yl)benzamide